CC1(CCCCC1)/C=C/C(=O)OCC ethyl (E)-3-(1-methylcyclohexyl)acrylate